ClC1=C2C=C(NC2=CC=C1)C(=O)N1CC=2C(CC1)=NOC2C(=O)N[C@@H](C(F)F)C 5-(4-chloro-1H-indole-2-carbonyl)-N-[(2R)-1,1-difluoropropan-2-yl]-4H,5H,6H,7H-[1,2]oxazolo[4,3-c]pyridine-3-carboxamide